ClC=1C=C(C=CC1F)C=1N=CN(C1C=1C=CC=2N(N1)C(=CN2)C(=O)N)C2CC(C2)(F)F 6-(4-(3-chloro-4-fluorophenyl)-1-(3,3-difluorocyclobutyl)-1H-imidazol-5-yl)imidazo[1,2-b]pyridazine-3-carboxamide